(3,5-difluoropyridin-2-ylmethoxy)-5',6-dimethyl-[1,4'-bipyridin]-2-one FC=1C(=NC=C(C1)F)COC=1C(N(C(=CC1)C)C1=CC=NC=C1C)=O